3-{[1-({(3R,4R)-1-[(5-bromo-4-methoxythiophen-2-yl)carbonyl]-3-phenylpiperidin-4-yl}carbonyl)-4-hydroxypiperidin-4-yl]methyl}-7-methyl-3,7-dihydro-4H-pyrrolo[2,3-d]pyrimidin-4-one BrC1=C(C=C(S1)C(=O)N1C[C@H]([C@@H](CC1)C(=O)N1CCC(CC1)(O)CN1C=NC2=C(C1=O)C=CN2C)C2=CC=CC=C2)OC